C1(CCC1)CNC(=O)[C@@H]1[C@@H]([C@H]2C=C[C@@H]1C2)NC(=O)C=2C(=CC(=C(OC1CCC(CC1)(C(=O)OCC1=CC=CC3=CC=CC=C13)C)C2)F)OC Naphthalen-1-ylmethyl (1S,4S)-4-(5-(((1R,2R,3S,4S)-3-((cyclobutylmethyl)carbamoyl)bicyclo[2.2.1]hept-5-en-2-yl)carbamoyl)-2-fluoro-4-methoxyphenoxy)-1-methylcyclohexane-1-carboxylate